CN1C(=NN=C1[C@@H](C)OC1=CC(=CC=C1)C(C)C)[C@@H]1CC[C@H](CC1)N trans-4-(4-methyl-5-{(1R)-1-[3-(propan-2-yl)phenoxy]ethyl}-4H-1,2,4-triazol-3-yl)cyclohexylamine